S1C=NC=2C1=CC1=C(OCCN1N)C2 6,7-Dihydro-8H-thiazolo[5',4':4,5]benzo[1,2-b][1,4]oxazin-8-amine